FC(C=1C=C2NC(C=3N(C2=CC1)C=CC3)C3=C(N)C=CC=C3)(F)F 2-(7-trifluoromethyl-4,5-dihydropyrrolo[1,2-a]quinoxalin-4-yl)aniline